2-[3,5-dichloro-2-(1-ethoxyvinyl)-4-pyridinyl]Acetic acid ClC=1C(=NC=C(C1CC(=O)O)Cl)C(=C)OCC